C1(CCCC1)N1N=C(C=C1C1=C(C=CC=C1)C(F)(F)F)C(=O)N[C@H](CC(=O)O)CCN1C(CCCC1=O)=O (S)-3-(1-cyclopentyl-5-(2-(trifluoromethyl)phenyl)-1H-pyrazole-3-carboxamido)-5-(2,6-dioxopiperidin-1-yl)pentanoic acid